FC(CCC(=O)O)(C)F 4,4-difluoropentanoic acid